COC1=CC=C(C2=CC=CC=C12)C1=NC(=NC(=N1)C(Cl)(Cl)Cl)C(Cl)(Cl)Cl 2-(4-methoxynaphthalen-1-yl)-4,6-bis(trichloromethyl)-s-triazine